C(C)OCCN1N=CC=2C1=NC(=CN2)C(=O)N2CC(CCC2)COC=2C(=NC=CC2)C(F)(F)F ({1-[1-(2-ethoxyethyl)pyrazolo[3,4-b]pyrazine-6-carbonyl]piperidin-3-yl}methoxy)-2-(trifluoromethyl)pyridine